N1=C(C=CC=2CCCNC12)CCCCCCCC(C(=O)O)NCC=1C(=NN(C1C)C)C 9-(5,6,7,8-tetrahydro-1,8-naphthyridin-2-yl)-2-(((1,3,5-trimethyl-1H-pyrazol-4-yl)methyl)amino)nonanoic acid